4'-[[1,1'-binaphthalene]-2,2'-diylbis(oxy)]bis(3-phenylnaphthalene-1-carboxylic acid) dimethyl-4,4'-[[1,1'-binaphthalene]-2,2'-diylbis(oxy)]bis(3-phenylnaphthalene-1-carboxylate) COC(=O)C1=CC(=C(C2=CC=CC=C12)OC1=C(C2=CC=CC=C2C=C1)C1=C(C=CC2=CC=CC=C12)OC1=C(C=C(C2=CC=CC=C12)C(=O)OC)C1=CC=CC=C1)C1=CC=CC=C1.C1(=C(C=CC2=CC=CC=C12)OC1=C(C2=CC=CC=C2C=C1C1=CC=CC=C1)C(=O)O)C1=C(C=CC2=CC=CC=C12)OC1=C(C2=CC=CC=C2C=C1C1=CC=CC=C1)C(=O)O